ClC=1C=C2C=3[C@H]([C@@H]([C@H](CC3NC2=CC1)C1=CC=C(C=C1)OC)N)CCNCC1CC1 (2R,3R,4R)-6-Chloro-4-{2-[(cyclopropylmethyl)amino]ethyl}-2-(4-methoxyphenyl)-2,3,4,9-tetrahydro-1H-carbazol-3-amine